dodecyldimethylbenzylammonium chloride [Cl-].C(CCCCCCCCCCC)[N+](CC1=CC=CC=C1)(C)C